ClC=1C(=NC(=NC1)NC1=C2C=NN(C2=CC=C1)S(=O)(=O)C)NCC 5-chloro-N4-ethyl-N2-(1-(methylsulfonyl)-1H-indazol-4-yl)pyrimidine-2,4-diamine